N\C(\C(C)C)=N/OC(=O)C=1CCN(CC1)C(=O)OC(C)(C)C tert-butyl (Z)-4-((((1-amino-2-methylpropylidene)amino)oxy)carbonyl)-3,6-dihydropyridine-1(2H)-carboxylate